OC(C1CCC(CN1)OC1C(N(C1)C(=O)OC(C)(C)C)C)O tert-butyl 3-{[6-(dihydroxymethyl) piperidin-3-yl] oxy}-2-methylazetidine-1-carboxylate